4-(benzyloxy)-3-(methoxy(methyl)carbamoyl)benzoic acid C(C1=CC=CC=C1)OC1=C(C=C(C(=O)O)C=C1)C(N(C)OC)=O